(S)-2-(1-aminoethyl)-5-chloro-3-(3-(hydroxymethyl)cyclobutyl)quinazolin-4(3H)-one trifluoroacetate salt FC(C(=O)O)(F)F.N[C@@H](C)C1=NC2=CC=CC(=C2C(N1C1CC(C1)CO)=O)Cl